CC(=CC1=CC=CC=C1)C1=C(C=CC=C1)O α-methyl-styrylphenol